(E)-tert-butyl 3-(3-(5-methyl pyridin-2-yl)allyl)-2-oxo-2,3-dihydro-1H-benzo[d]imidazole-1-carboxylate CC=1C=CC(=NC1)/C=C/CN1C(N(C2=C1C=CC=C2)C(=O)OC(C)(C)C)=O